C(C1=CC=CC=C1)(=O)NC=1N=C2N(C(=CC=C2)C=2C=C(C=CC2)C2=CC=C(O2)P(O)(O)=O)C1 (5-(3-(2-benzamidoimidazo[1,2-a]pyridin-5-yl)phenyl)furan-2-yl)phosphonic acid